NC1=C(SC2=NC(=CN=C21)C)C(=O)NC2CC=1C=CC(=NC1CC2)N2CC(C(C2)NC)C(F)F 7-amino-N-{2-[3-(difluoromethyl)-4-(methylamino)pyrrolidin-1-yl]-5,6,7,8-tetrahydroquinolin-6-yl}-3-methylthieno[2,3-b]pyrazine-6-carboxamide